N[C@@H](C(=O)N1CC2=CC=C(C=C2C1)CNS(=O)(=O)C=1C=NN(C1)C)CC1=C(C=C(C=C1)Cl)Cl (R)-N-((2-(2-amino-3-(2,4-dichlorophenyl)propanoyl)isoindolin-5-yl)methyl)-1-methyl-1H-pyrazole-4-sulfonamide